norbornyl vinyl ether C=COC12CCC(C1)CC2